CC1=CC=C(C=C1)S(=O)(=O)NCCCC(CCC1=CC=CC=C1)S(=O)(=O)F 6-((4-methylphenyl)sulfonylamino)-1-phenylhexane-3-sulfonyl fluoride